BrC=1C=C(C(N(C1)C)=O)NC1=NC=C(C=C1)C1CN(C1)C1COC1 5-Bromo-1-methyl-3-(5-(1-(oxetan-3-yl)azetidin-3-yl)pyridin-2-ylamino)pyridine-2(1H)-one